C(C\C=C\CCC\C=C/C\C=C/CC)OC1OCCCC1 tetrahydro-2-[(3E,8Z,11Z)-3,8,11-tetradecatrienyloxy]-2H-pyran